C(N)(=O)C=1N(C2=CC(=CC=C2C1)OC(F)(F)F)C1=CC=CC(=N1)CCC(=O)OC methyl 3-(6-(2-carbamoyl-6-(trifluoromethoxy)-1H-indol-1-yl)pyridin-2-yl)propanoate